C(C=C)(=O)O.C(C=C)(=O)O.C(C=C)(=O)O.C(C=C)(=O)O.C(O)C(CCC)(CO)CO.C(O)C(CCC)(CO)CO ditrimethylolbutane tetraacrylate